C(C1=CC=CC=C1)OC(=O)N([C@@H](CCC)C(=O)O)C N-[(benzyloxy)carbonyl]-N-methyl-L-norvaline